2-(naphthalen-1-ylamino)-1,2-diphenyl-ethanone C1(=CC=CC2=CC=CC=C12)NC(C(=O)C1=CC=CC=C1)C1=CC=CC=C1